CC1(OB(OC1(C)C)C=C1CC(C1)C(=O)OC)C Methyl 3-[(4,4,5,5-tetramethyl-1,3,2-dioxaborolan-2-yl)methylidene]cyclobutane-1-carboxylate